(2-methacryloyloxyethyldimethylamino) propanesulfonate C(CC)S(=O)(=O)ON(CCCOC(C(=C)C)=O)C